FC=1C(=CC=2C3=C(NC(C2C1)=O)COC[C@H]3N(C(=O)C=3C=NC1=CC=CC=C1C3)C)F (S)-N-(8,9-difluoro-6-oxo-1,4,5,6-tetrahydro-2H-pyrano[3,4-c]isoquinolin-1-yl)-N-methylquinoline-3-carboxamide